2-Amino-4-({[(1R,2S)-2-hydroxycyclopentyl]amino}methyl)-6-(trifluoromethyl)phenol NC1=C(C(=CC(=C1)CN[C@H]1[C@H](CCC1)O)C(F)(F)F)O